C(C)(=O)O[C@@H]1COCC[C@H]1NC1=NC=C(C(=N1)C1=C(C=C2C(C=C(N(C2=C1)C(C)C)C=O)=O)F)F (3S,4R)-4-((5-fluoro-4-(6-fluoro-2-formyl-1-isopropyl-4-oxo-1,4-dihydroquinolin-7-yl)pyrimidin-2-yl)amino)tetrahydro-2H-pyran-3-yl acetate